CC/C=C\\CC1=C([C@H](CC1=O)O)C The molecule is a beta-hydroxy ketone that is (ZZ,S)-cinerolone in which the (2Z)-but-2-en-1-yl substituent has been replaced by a (2Z)-pent-2-en-1-yl group. It is an alicyclic ketone, a beta-hydroxy ketone, an enone, a monoterpenoid and a secondary allylic alcohol.